C(N)(OC1CCCCC1)=O 3-cyclohexyl carbamate